4-{2-[(4-chloro-1H-indol-6-yl)amino]-1H-1,3-benzodiazol-5-yl}-2-methylbutan-2-ol ClC1=C2C=CNC2=CC(=C1)NC1=NC2=C(N1)C=CC(=C2)CCC(C)(O)C